4-fluoro-N-(2-((2S,3R)-2-methylpiperidin-3-yl)thieno-[2,3-b]pyridin-4-yl)benzo[d]thiazol-5-amine FC1=C(C=CC2=C1N=CS2)NC2=C1C(=NC=C2)SC(=C1)[C@H]1[C@@H](NCCC1)C